OS1(N(CCC1)CC1=C2C(=NC=3C=CC=CC13)C1=CC3=C(C(N1C2)=O)COC(C3(O)CC)=O)O 11-((1,1-dihydroxyisothiazolidin-2-yl)methyl)-4-ethyl-4-hydroxy-1,12-dihydro-14H-pyrano[3',4':6,7]indolizino[1,2-b]quinoline-3,14(4H)-dione